N=1C=NN2C1C=C(C=C2)OC2=CC(=C(C=C2N(C)C)NC2=NC=NC1=CC(=C(C=C21)NC(/C(=C\[C@@H]2N(CCC2)C)/F)=O)OC)OC (R,E)-N-(4-((4-([1,2,4]triazolo[1,5-a]pyridin-7-yloxy)-5-(dimethylamino)-2-methoxyphenyl)amino)-7-methoxyquinazolin-6-yl)-2-fluoro-3-(1-methylpyrrolidin-2-yl)acrylamide